hexyl methacrylate C(C(=C)C)(=O)OCCCCCC